4-[(3-bromo-4-fluoro-phenoxy)methyl]-2-methyl-thiazole BrC=1C=C(OCC=2N=C(SC2)C)C=CC1F